4-phenyl-6-((2,2,2-trifluoroethyl)amino)-2,7-naphthyridin-1(2H)-one C1(=CC=CC=C1)C1=CNC(C2=CN=C(C=C12)NCC(F)(F)F)=O